(R)-2-(1-(6-(5-(((4-cyclobutyl-6-morpholino-1,3,5-triazin-2-yl)oxy)methyl)-1-methyl-1H-1,2,3-triazol-4-yl)-2-ethylpyridin-3-yl)piperidin-3-yl)acetic acid C1(CCC1)C1=NC(=NC(=N1)N1CCOCC1)OCC1=C(N=NN1C)C1=CC=C(C(=N1)CC)N1C[C@H](CCC1)CC(=O)O